2-(3,5-difluorophenyl)-N-(2-dimethylamino-4-oxo-7-trifluoromethyl-4H-quinazolin-3-yl)-propionamide FC=1C=C(C=C(C1)F)C(C(=O)NN1C(=NC2=CC(=CC=C2C1=O)C(F)(F)F)N(C)C)C